tert-butyl 1,8-diaza-spiro[4.5]decane-1-carboxylate N1(CCCC12CCNCC2)C(=O)OC(C)(C)C